pentaerythritol tetrakis(3,5-di-tert-butylhydroxyhydrocinnamate) C(C)(C)(C)C=1C=C(CC(C(=O)OCC(COC(C(CC2=CC(=CC(=C2)C(C)(C)C)C(C)(C)C)O)=O)(COC(C(CC2=CC(=CC(=C2)C(C)(C)C)C(C)(C)C)O)=O)COC(C(CC2=CC(=CC(=C2)C(C)(C)C)C(C)(C)C)O)=O)O)C=C(C1)C(C)(C)C